ortho-xylene isocyanate [N-]=C=O.C=1(C(=CC=CC1)C)C